COC(\C=C/C(=O)O)=O.C(=CC1=CC=CC=C1)/C/1=C/C(=O)OC1=O styrene-maleic anhydride monomethyl-maleate